(1S,2R)-N-(4-chlorobenzyl)-N-((1R,3S)-3-cyanocyclopentyl)-2-((R)-4-methylphenylsulfonimidoyl)cyclopentane-1-carboxamide ClC1=CC=C(CN(C(=O)[C@H]2[C@@H](CCC2)[S@](=O)(=N)C2=CC=C(C=C2)C)[C@H]2C[C@H](CC2)C#N)C=C1